ClC=1C(=NC(=NC1)NC1CC(OCC1)C(C)C)C1=CC=C2CN(C(C2=C1)=O)CC(N1CC2=CC=CC=C2CC1)=O 6-(5-chloro-2-{[2-(propan-2-yl)oxan-4-yl]amino}pyrimidin-4-yl)-2-[2-oxo-2-(1,2,3,4-tetrahydroisoquinolin-2-yl)ethyl]-2,3-dihydro-1H-isoindol-1-one